OC1=NC2=CC(=CN=C2C=C1[C@H](NC(OC(C)(C)C)=O)C1=CC=CC=C1)C=1C=NN(C1)C tert-butyl N-[(R)-[2-hydroxy-7-(1-methylpyrazol-4-yl)-1,5-naphthyridin-3-yl]-phenyl-methyl]carbamate